7-chloro-1-(methylthio)-2,6-naphthyridine-3-carbonitrile ClC1=NC=C2C=C(N=C(C2=C1)SC)C#N